4-{6-[(4-Chloro-2-fluorophenyl)methoxy]-5-fluoropyridin-2-yl}piperazine TFA salt OC(=O)C(F)(F)F.ClC1=CC(=C(C=C1)COC1=C(C=CC(=N1)N1CCNCC1)F)F